1-methyl-N-[3-[5-[4-(1-tetrahydropyran-2-ylpyrazol-4-yl)anilino]-1,3,4-oxadiazol-2-yl]phenyl]pyrazole-4-carboxamide CN1N=CC(=C1)C(=O)NC1=CC(=CC=C1)C=1OC(=NN1)NC1=CC=C(C=C1)C=1C=NN(C1)C1OCCCC1